tris-(2-chloroethyl) phosphate P(=O)(OCCCl)(OCCCl)OCCCl